CC1=CC=C(C(=N1)OCC(=O)C1=CC=C(C=C1)C1=NOC(=N1)C(F)(F)F)C(F)(F)F 2-((6-methyl-3-(trifluoromethyl)pyridin-2-yl)oxy)-1-(4-(5-(trifluoromethyl)-1,2,4-oxadiazol-3-yl)phenyl)ethan-1-one